COC=1C=C(C=C(C1OC)OC)C=1C=CC(=NC1)NC1=NC(=NC2=CC=CC=C12)N1[C@@H](CCC1)CO (S)-(1-(4-((5-(3,4,5-trimethoxyphenyl)pyridin-2-yl)amino)quinazolin-2-yl)pyrrolidin-2-yl)methanol